CN(C1CCC(CC1)NC=1N=CC2=C(N1)N(C(C(=C2)C2=C(C(=C(C=C2)N2C(C(CC2)CC)=O)F)F)=O)C(C)C)C 2-(((1r,4r)-4-(Dimethylamino)cyclohexyl)amino)-6-(4-(3-ethyl-2-oxopyrrolidin-1-yl)-2,3-difluorophenyl)-8-isopropylpyrido[2,3-d]pyrimidin-7(8H)-one